(E)-1-[4-[2-Hydroxy-3-(propan-2-ylamino)propoxy]phenyl]-3-(4-methoxyphenyl)prop-2-en-1-one OC(COC1=CC=C(C=C1)C(\C=C\C1=CC=C(C=C1)OC)=O)CNC(C)C